BrC1=CC=2C3=C(C=NC2C=C1F)N(C(C31CC(C1)C=1C=NC(=CC1)OC)=O)C cis-8'-Bromo-7'-fluoro-3-(6-methoxypyridin-3-yl)-3'-methylspiro[cyclobutane-1,1'-pyrrolo[2,3-c]quinolin]-2'(3'H)-one